FC=1C=NC=C(C(=O)O)C1 5-fluoronicotinic acid